(E)-N-ethyl-N,N-dimethyl-2-(1-methyl-4-(1-methyl-4-(4-(2-(quinolin-3-yl)vinyl)benzamido)-1H-pyrrole-2-carboxamido)-1H-pyrrole-2-carboxamido)ethan-1-aminium C(C)[N+](CCNC(=O)C=1N(C=C(C1)NC(=O)C=1N(C=C(C1)NC(C1=CC=C(C=C1)\C=C\C=1C=NC2=CC=CC=C2C1)=O)C)C)(C)C